(E,Z)-[[[1-[2-chloro-4-(trifluoromethyl)phenoxy]-2-nitrophenyl]-2-methoxyethylidene] amino] acetate C(C)(=O)O/N=C/C(OC)C1(C(C=CC=C1)[N+](=O)[O-])OC1=C(C=C(C=C1)C(F)(F)F)Cl